9-(chloromethyl)-2-(trifluoromethyl)-5,6-dihydrobenzo[f]Imidazo[1,2-d][1,4]Oxazepine ClCC1=CC2=C(C=3N(CCO2)C=C(N3)C(F)(F)F)C=C1